COCC1CCC(CC1)NC(=O)C1=NC(=NC=C1)C1=CN=CS1 N-((1r,4r)-4-(methoxymethyl)cyclohexyl)-2-(thiazol-5-yl)pyrimidine-4-carboxamide